2-Bromo-6-(1-(1-ethoxyethyl)-1H-pyrazol-4-yl)-5-(2,2,2-trifluoroethoxy)-[1,2,4]triazolo[1,5-a]pyrazine BrC1=NN2C(C=NC(=C2OCC(F)(F)F)C=2C=NN(C2)C(C)OCC)=N1